CC1=CC=C(C=N1)NC=1C(=CC=CC1)N N1-(6-methylpyridin-3-yl)benzene-1,2-diamine